(3-methoxy-3-oxo-propyl)ammonium chloride [Cl-].COC(CC[NH3+])=O